(2-(dimethylamino)ethyl)-N,N-dimethyloctadecan-1-aminium chloride [Cl-].CN(CCC(CCCCCCCCCCCCCCCCC)[NH+](C)C)C